N1C(CCCC1)C1CN(C1)C=1N=CC(=NC1)C(=O)N 5-(3-(piperidin-2-yl)azetidin-1-yl)pyrazine-2-carboxamide